(Cis)-4-(4-bromo-2-oxo-2,3-dihydro-1H-1,3-benzodiazol-1-yl)-N-(3-methoxy-4-methylphenyl)cyclohexane-1-carboxamide BrC1=CC=CC=2N(C(NC21)=O)[C@H]2CC[C@H](CC2)C(=O)NC2=CC(=C(C=C2)C)OC